Ethyl (4aS,5aR)-5a-methyl-2-((2-(trimethylsilyl)ethoxy)methyl)-2,4,4a,5,5a,6-hexahydrocyclopropa[f]indazole-3-carboxylate C[C@]12[C@H](CC3=C(N(N=C3C1)COCC[Si](C)(C)C)C(=O)OCC)C2